ClC=1C=NC(=C(C(=O)NC2CCC(CC2)CN2C(N(C3=C2C=CC=C3)C3=CC2=C(N(N=C2C=C3)C)C)=O)C1)C 5-chloro-N-((1r,4r)-4-((3-(2,3-dimethyl-2H-indazol-5-yl)-2-oxo-2,3-dihydro-1H-benzo[d]imidazol-1-yl)methyl)cyclohexyl)-2-methylnicotinamide